[3-(1-methylindazol-5-yl)-2-oxoimidazol-1-yl]-6,7-dihydro-4H-pyrazolo[4,3-c]Pyridine CN1N=CC2=CC(=CC=C12)N1C(N(C=C1)C1=NNC2=C1CNCC2)=O